FC(C1=CC=C(CO[C@H]2[C@@H](CNC2)OC2=NC=CC=N2)C=C1)(F)F 2-(((3R,4R)-4-((4-(trifluoromethyl)benzyl)oxy)pyrrolidin-3-yl)oxy)pyrimidine